OC[C@@H](C(=O)NCC1=NC=CC=N1)N1C(C2(C1)NCCC2)=O (2S)-3-hydroxy-2-(1-oxo-2,5-diazaspiro[3.4]octan-2-yl)-N-(pyrimidin-2-ylmethyl)propanamide